Cl.C(#N)C=1N=C(OC1N(C(CCCCCN(C)C)=O)C)C1=C(C(=CC(=C1)Cl)Cl)Cl N-(4-Cyano-2-(2,3,5-trichlorophenyl)oxazol-5-yl)-6-(dimethylamino)-N-methylhexanamide hydrochloride